BrCCOCCOCCOC1=CC=C(C=C1)C1CC(=C(C(C1)=O)/C(=N/OCC)/CC)OCC 5-[4-[2-[2-(2-bromoethoxy)ethoxy]ethoxy]phenyl]-3-ethoxy-2-[(E)-N-ethoxy-C-ethyl-carbonimidoyl]cyclohex-2-en-1-one